1-(3-(3,4,5-trimethoxyphenyl)acryloyl)piperidin-2-one COC=1C=C(C=C(C1OC)OC)C=CC(=O)N1C(CCCC1)=O